(S)-2-formyl-7-(1-methoxyethyl)thiazolo[5,4-b]pyridine-6-carboxylic acid methyl ester COC(=O)C=1C(=C2C(=NC1)SC(=N2)C=O)[C@H](C)OC